2-cyanoethyl-4-(4-cyano-2-methoxyphenyl)-5-ethoxy-2,8-dimethyl-1,6-naphthyridine-3-carboxylate C(#N)CCOC(=O)C=1C(=NC2=C(C=NC(=C2C1C1=C(C=C(C=C1)C#N)OC)OCC)C)C